1,4-cyclohexadiene-1,4-dicarbamic acid C1(=CCC(=CC1)NC(=O)O)NC(=O)O